N-Methylpiperidin CN1CCCCC1